methyl 1-(3-chloro-2-fluorobenzyl)-4-((3-fluoro-6-((5-methyl-1H-pyrazol-3-yl) amino) pyridin-2-yl) methyl)-2,6-dimethylpiperidine-4-carboxylate ClC=1C(=C(CN2C(CC(CC2C)(C(=O)OC)CC2=NC(=CC=C2F)NC2=NNC(=C2)C)C)C=CC1)F